FC(F)(F)C=1NC=2C(=NC=CC2)N1 trifluoromethylimidazo[4,5-b]pyridine